BrCC1=CC(=NN1C1=CC=CC=C1)C=1OC=CC1 5-(bromomethyl)-3-(furan-2-yl)-1-phenyl-1H-pyrazole